(4-(1-(2,2-difluoroethyl)-2-(trifluoromethyl)-1H-imidazo[4,5-c]pyridin-4-yl)-2-fluorophenyl)(5-oxa-8-azaspiro[2.6]non-8-yl)methanone FC(CN1C(=NC=2C(=NC=CC21)C2=CC(=C(C=C2)C(=O)N2CCOCC1(CC1)C2)F)C(F)(F)F)F